ClC=1C(=NC(=NC1)NC1CCOCC1)C1=CC=C2CN(C(C2=C1)=O)CC(=O)N[C@H]1CCC2=CC=CC=C12 2-(6-{5-chloro-2-[(oxan-4-yl)amino]pyrimidin-4-yl}-1-oxo-2,3-dihydro-1H-isoindol-2-yl)-N-[(1S)-2,3-dihydro-1H-inden-1-yl]acetamide